1,2-Ethane-disulfonic acid C(CS(=O)(=O)O)S(=O)(=O)O